Tetracarboxyphenyl-porphyrin iron [Fe].C(=O)(O)C=1C2=C(C3=C(C(=C(N3C(=O)O)C=C3C=CC(C=C4C=CC(=CC(C1)=N2)N4)=N3)C3=CC=CC=C3)C(=O)O)C(=O)O